COC1=CC=C(C(=O)NC2CCC(CC2)NC2=CC=C(C=3N2C=C(N3)C(F)(F)F)C)C=C1 4-methoxy-N-[(1s,4s)-4-{[8-methyl-2-(trifluoromethyl)imidazo[1,2-a]pyridin-5-yl]amino}cyclohexyl]benzamide